C(C)(C)(C)OC(=O)C1=C(OC=2C=C3C(=NC2)N(C=C3)C(=O)OC(C)(C)C)C=C(C=C1)N1CCC3(CN(C3)C(C3CCCC3)C3=CC=C(C=C3)Cl)CC1 tert-Butyl 5-(2-(tert-butoxycarbonyl)-5-{2-[(4-chlorophenyl)(cyclopentyl)methyl]-2,7-diazaspiro[3.5]non-7-yl}phenoxy)-1H-pyrrolo[2,3-b]pyridine-1-carboxylate